[Na+].[Na+].OC(CCC(S(=O)(=O)[O-])O)S(=O)(=O)[O-] 1,4-dihydroxy-1,4-butanedisulfonate disodium salt